FC1=C(C=CC=C1)N1N=C(C=CC1=O)C(=O)O 1-(2-fluorophenyl)-6-oxopyridazine-3-carboxylic acid